1-(3-chlorobenzyl)piperazine ClC=1C=C(CN2CCNCC2)C=CC1